C(CCCCCCCCCCCCC)N1C(=C(C(C(=C1)O)=O)O)C=O N-tetradecyl-2-formyl-3,5-dihydroxypyridin-4-one